FC=1C=C(C(=C(C1)O)C1=NC=2C(=NC=C(N2)N([C@H]2CNCC2)C)N1C)C 5-fluoro-3-methyl-2-[1-methyl-5-[methyl-[(3R)-pyrrolidin-3-yl]amino]imidazo[4,5-b]pyrazin-2-yl]phenol